1,1,1,3,3,3-hexafluoro-propan-2-yl (R or S)-1-(5,6,7,8-tetrahydro-pyrido[4,3-d]pyrimidine-6-carbonyl)-6-azaspiro[2.5]octane-6-carboxylate N1=CN=CC2=C1CCN(C2)C(=O)[C@@H]2CC21CCN(CC1)C(=O)OC(C(F)(F)F)C(F)(F)F |o1:12|